COC1=C(C=CC(=C1)/C=N/NCCCOC)O 2-methoxy-4-[(E)-(3-methoxypropylhydrazono)methyl]phenol